C1(=CC=CC=C1)CCC(SCCCCCCNC(=O)C=1SC=C(N1)C1=CC=CC=C1)=O S-(6-(4-phenylthiazole-2-carboxamido)hexyl) 3-phenylpropanethioate